({[6-(prop-2-enyloxy) hexyl] oxy} carbonyl) benzoate C(C1=CC=CC=C1)(=O)OC(=O)OCCCCCCOCC=C